trans-2-[2-(4-aminocyclohexyl)thiazol-5-yl]-N-ethyl-5-oxazol-2-yl-benzenesulfonamide N[C@@H]1CC[C@H](CC1)C=1SC(=CN1)C1=C(C=C(C=C1)C=1OC=CN1)S(=O)(=O)NCC